C(#N)C=1C(=C(C=CC1)[C@@H](C)C=1N(C(C=C(C1C(=O)N)NC1[C@@H]2CN(C[C@H]12)C)=O)[C@@H]1C([C@H]1C)(F)F)C ((R)-1-(3-cyano-2-methylphenyl)ethyl)-1-((1S,3S)-2,2-difluoro-3-methylcyclopropyl)-4-(((1R,5S,6s)-3-methyl-3-azabicyclo[3.1.0]hex-6-yl)amino)-6-oxo-1,6-dihydropyridine-3-carboxamide